C(C)N(CC)CC1=CC=C(CSC2=C3CN(C(C3=CC=C2)=O)C2C(NC(CC2)=O)=O)C=C1 3-(4-((4-((diethylamino)methyl)benzyl)thio)-1-oxoisoindolin-2-yl)piperidine-2,6-dione